N-(4-hydroxyphenylethyl)palmitoyl-amide OC1=CC=C(C=C1)CCCCCCCCCCCCCCCCCC(=O)[NH-]